[Li+].[Si]([O-])([O-])([O-])[O-].[Li+].[Li+].[Li+] silicic acid, lithium salt